1-((2R,3R)-3-cyclopropylaziridine-2-carbonyl)-N,4-dimethylpyrrolidine-3-carboxamide C1(CC1)[C@@H]1[C@@H](N1)C(=O)N1CC(C(C1)C)C(=O)NC